BrC1=CC=2C(=C3C(=NC2C=C1)CCC3)C 7-bromo-9-methyl-2,3-dihydro-1H-cyclopenta[B]quinoline